N(=O)C1=C(C2=CC=CC=C2C=C1)O.[Na] sodium nitroso-naphthol